FC(C1=CC=CC(=N1)N1N=CC2=CC(=CC=C12)C(=O)N[C@H]1[C@H]2CC[C@@H](C1)N2CC2=CC=C(C=C2)OC)F 1-(6-(difluoromethyl)pyridin-2-yl)-N-((1R,2R,4S)-7-(4-methoxybenzyl)-7-azabicyclo[2.2.1]heptan-2-yl)-1H-indazole-5-carboxamide